3-bromo-1-(3-chloropyridin-2-yl)-N-(2-bromo-4-chloro-6-(dimethylaminoformyl)phenyl)-N-methyl-1H-pyrazole-5-carboxamide BrC1=NN(C(=C1)C(=O)N(C)C1=C(C=C(C=C1C(=O)N(C)C)Cl)Br)C1=NC=CC=C1Cl